C1(CC1)C1=CC(=CC(=N1)N1C(C2=CC(=CC=C2C1)CN(C)CC(C)(C)O)=O)C1=C(C=C(C=C1)F)C1=NN=CN1C 2-{6-Cyclopropyl-4-[4-fluoro-2-(4-methyl-1,2,4-triazol-3-yl)phenyl]pyridin-2-yl}-6-{[(2-hydroxy-2-methylpropyl)(methyl)amino]methyl}-3H-isoindol-1-one